ClC1=C(C=C2C(C(NC2=C1)=O)=C(C1=CC(=NO1)OC)O)C1=CC=C(C=C1)N1CCC(CC1)(C)O 6-chloro-3-[hydroxy-(3-methoxyisoxazol-5-yl)methylene]-5-[4-(4-hydroxy-4-methyl-1-piperidyl)phenyl]indolin-2-one